N-((1H-indol-2-yl)methyl)-2-(methylsulfonamido)thiazole-4-carboxamide N1C(=CC2=CC=CC=C12)CNC(=O)C=1N=C(SC1)NS(=O)(=O)C